propargylate C(C#C)(=O)[O-]